N,N-Dicyclohexylbenzothiazol-2-sulfenamid C1(CCCCC1)N(SC=1SC2=C(N1)C=CC=C2)C2CCCCC2